methyl 2-((S)-3-cyclohexyl-2-(4-methoxy-1H-indole-2-carboxamido)propanamido)-3-(2-oxo-1-azaspiro[4.5]decan-3-yl)propanoate C1(CCCCC1)C[C@@H](C(=O)NC(C(=O)OC)CC1C(NC2(C1)CCCCC2)=O)NC(=O)C=2NC1=CC=CC(=C1C2)OC